BrC=1C2(C3=CC=CC=C3C1)CCCC2 bromospiro[cyclopentane-1,1'-indene]